(S)-2-(2-methoxyphenyl)pyrrolidine COC1=C(C=CC=C1)[C@H]1NCCC1